BrC1=CC=C(O1)C1=C(N=C2N1CCN(C2)C(C2=C(C=CC(=C2)CC2=NNC(C1=CC=CC=C21)=O)F)=O)C(=O)O 3-(5-bromofuran-2-yl)-7-(2-fluoro-5-((4-oxo-3,4-dihydro-phthalazin-1-yl)methyl)benzoyl)-5,6,7,8-tetrahydroimidazo[1,2-a]pyrazine-2-carboxylic acid